CC(C)NC(=O)C=1SC(=NN1)CCCCN1N=NC(=C1)C(NCC1=CC(=CC=C1)OC(F)(F)F)=O N-(propan-2-yl)-5-{4-[4-({[3-(trifluoromethoxy)phenyl]methyl}carbamoyl)-1H-1,2,3-triazol-1-yl]butyl}-1,3,4-thiadiazole-2-carboxamide